N1C(=NC2=C1C=CC=C2)C2=C(C=NC(=C2)C2=CC=C(C=C2)F)CNC(C=C)=O N-((4-(1H-benzo[d]imidazol-2-yl)-6-(4-fluorophenyl)pyridin-3-yl)methyl)acrylamide